2-((methyl(1-methylazetidin-3-yl)carbamoyl)oxy)-3-(palmitoyloxy)propyl oleate C(CCCCCCC\C=C/CCCCCCCC)(=O)OCC(COC(CCCCCCCCCCCCCCC)=O)OC(N(C1CN(C1)C)C)=O